methyl 4-((2-hydroxyethyl)sulfonamido)-2-methyl-6-(6-azaspiro[2.5]octan-6-yl)benzoate OCCS(=O)(=O)NC1=CC(=C(C(=O)OC)C(=C1)N1CCC2(CC2)CC1)C